N1N=CC2=CC(=CC=C12)NC1=NC(=NC=C1)C1=CC=C2C=C(NC2=C1)C(=O)N(C)C 6-(4-((1H-indazol-5-yl)amino)pyrimidin-2-yl)-N,N-dimethyl-1H-indole-2-carboxamide